F[C@H]1[C@@H](O[C@@H]([C@H]1O)CO)N1C=NC=2C(=O)NC(N)=NC12 deoxy-2'-fluoroguanosine